2-fluoro-N-(6-(3-methylthiophene-2-yl)benzo[d]thiazol-2-yl)cyclopropane-1-carboxamide FC1C(C1)C(=O)NC=1SC2=C(N1)C=CC(=C2)C=2SC=CC2C